phenyl-2-phenyl-2-hexenal C1(=CC=CC=C1)C(=C(C=O)C1=CC=CC=C1)CCC